C(C)OCCOC1CCN(CC1)C1=CC(=C(C=C1)C1(CC2(C1)CC(C2)N)N)C 2-(4-(4-(2-ethoxyethoxy)piperidin-1-yl)-2-methylphenyl)spiro[3.3]heptane-2,6-diamine